FC=1C=CC(=[N+](C1)[O-])C(=O)OC 5-fluoro-2-(methoxycarbonyl)pyridine 1-oxide